2-(N-((2-(tert-Butoxycarbonyl)-1,2,3,4-tetrahydroisoquinolin-8-yl)methyl)pivalamido)-acetic acid C(C)(C)(C)OC(=O)N1CC2=C(C=CC=C2CC1)CN(C(C(C)(C)C)=O)CC(=O)O